Tert-butyl 4-(32,32-dimethyl-30-oxo-29-aza-2,5,8,11,14,17,20,23,26,31-decaoxatritriacontan-1-yl)cyclohexane-1-carboxylate CC(OC(NCCOCCOCCOCCOCCOCCOCCOCCOCCOCC1CCC(CC1)C(=O)OC(C)(C)C)=O)(C)C